4-ethylphenyl-boric acid C(C)C1=CC=C(C=C1)OB(O)O